thiazolo[4,5-B]pyridine S1C=NC2=NC=CC=C21